N[C@@]1(CN(CC1)C1=C(C=NC=C1C1=CC(=CC(=C1)F)F)C(=O)NCC1(CC1)C)C 4-[(3S)-3-amino-3-methylpyrrolidin-1-yl]-5-(3,5-difluorophenyl)-N-[(1-methylcyclopropyl)methyl]pyridine-3-carboxamide